N1(CCOCC1)C(=O)C=1C=C(C=CC1)NC(C1=CC(=CC=C1)OCCC1=CC=CC=C1)=O N-(3-(morpholine-4-carbonyl)phenyl)-3-phenethoxybenzamide